C(CCOC1=CC(=C(C=C1)C=1OC2=CC(=CC=C2C(C1C(=O)OC(C)(C)C)=O)Cl)F)OC1=CC(=C(C=C1)C=1OC2=CC(=CC=C2C(C1C(=O)OC(C)(C)C)=O)Cl)F di-tert-Butyl 2,2'-((propane-1,3-diylbis(oxy))bis(2-fluoro-4,1-phenylene))bis(7-chloro-4-oxo-4H-chromene-3-carboxylate)